N-ethyl-N-propyl-N'-(3-(1-neopentylpiperidin-4-yl)-1H-indol-5-yl)urea C(C)N(C(=O)NC=1C=C2C(=CNC2=CC1)C1CCN(CC1)CC(C)(C)C)CCC